(4-(4,4,5,5-tetramethyl-1,3,2-dioxaborolan-2-yl)-3,6-dihydropyridin-1(2H)-yl)(2-(trifluoromethyl)cyclopropyl)methanone CC1(OB(OC1(C)C)C=1CCN(CC1)C(=O)C1C(C1)C(F)(F)F)C